1-allyl 4,7-dibenzyl 1,4,7,10-tetraazacyclododecane-1,4,7-tricarboxylate N1(CCN(CCN(CCNCC1)C(=O)OCC1=CC=CC=C1)C(=O)OCC1=CC=CC=C1)C(=O)OCC=C